6-bromo-4-chloro-7-methoxyindoline-2,3-dione BrC1=CC(=C2C(C(NC2=C1OC)=O)=O)Cl